2-(2-hydroxyethyl-amino)-1-(1H-indol-3-yl)ethan-1-one OCCNCC(=O)C1=CNC2=CC=CC=C12